2,2'-bis-(2,4-difluorophenyl)-4,4',5,5'-tetrakis-(3-methoxyphenyl)-biimidazole FC1=C(C=CC(=C1)F)C1(N=C(C(=N1)C1=CC(=CC=C1)OC)C1=CC(=CC=C1)OC)C1(N=C(C(=N1)C1=CC(=CC=C1)OC)C1=CC(=CC=C1)OC)C1=C(C=C(C=C1)F)F